6-chloro-5-(2,6-difluorophenyl)-7-(trifluoromethyl)-1,3-dihydro-1,4-benzodiazepine-2-Thione ClC1=C(C=CC2=C1C(=NCC(N2)=S)C2=C(C=CC=C2F)F)C(F)(F)F